C(#N)CC1CC(C1)(C1=NN=CN1C)C=1C=C(C=CC1)NC(=O)C1=CC(=C2C(=N1)C=NN2)CN2C[C@@H](C[C@@H](C2)C)C N-(3-((1s,3S)-3-(cyanomethyl)-1-(4-methyl-4H-1,2,4-triazol-3-yl)cyclobutyl)phenyl)-7-(((3R,5S)-3,5-dimethylpiperidin-1-yl)methyl)-1H-pyrazolo[4,3-b]pyridine-5-carboxamide